FC1=CC=C(C=C1)C(C(=O)NC1=NC=CC(=C1)C1=C(C2=NC(=CC=C2N1)F)C1=NC=CC=C1)C(C)C (+)-2-(4-fluorophenyl)-N-{4-[5-fluoro-3-(pyridin-2-yl)-1H-pyrrolo[3,2-b]pyridin-2-yl]pyridin-2-yl}-3-methylbutanamide